FC=1C(=CC(=NC1)/C(=N/O)/N)C=1C=NC=CC1C (Z)-5'-fluoro-N'-hydroxy-4-methyl-[3,4'-bipyridine]-2'-formamidine